C1(CC1)C1=CNC(C2=CC=3C=CN=C(C3C=C21)OC[C@H]2NC(CC2)=O)=O (S)-4-cyclopropyl-6-((5-oxopyrrolidin-2-yl)methoxy)pyrido[3,4-g]isoquinolin-1(2H)-one